C1(=CC=C(C=C1)OCCO)C1=CC=C(C=C1)OCCO 2'-[(1,1'-biphenyl-4,4'-diyl)bisoxy]bisethanol